N2-(3-(4'-(4-(3-(3,5-diamino-6-chloropyrazine-2-carbonyl)guanidino)butyl)-[1,1'-biphenyl]-4-yl)propanoyl)-N2-methyl-N6,N6-bis((2S,3R,4R,5R)-2,3,4,5,6-pentahydroxyhexyl)-L-lysine NC=1C(=NC(=C(N1)N)Cl)C(=O)NC(NCCCCC1=CC=C(C=C1)C1=CC=C(C=C1)CCC(=O)N([C@@H](CCCCN(C[C@@H]([C@H]([C@@H]([C@@H](CO)O)O)O)O)C[C@@H]([C@H]([C@@H]([C@@H](CO)O)O)O)O)C(=O)O)C)=N